7-[(2R,5S)-2,5-dimethylpiperazin-1-yl]-2-(4-phenoxyphenyl)-4,5,6,7-tetrahydro-2H-pyrazolo[4,3-b]pyridine-3-carboxamide C[C@H]1N(C[C@@H](NC1)C)C1C=2C(NCC1)=C(N(N2)C2=CC=C(C=C2)OC2=CC=CC=C2)C(=O)N